α-L-Rhamnopyranosyl-(1→3)-α-L-rhamnopyranosyl-(1→3)-L-rhamnose [C@@H]1([C@H](O)[C@H](O)[C@@H](O)[C@@H](O1)C)O[C@H]1[C@H]([C@@H](O[C@H]([C@@H]1O)C)O[C@@H]([C@H](C=O)O)[C@@H](O)[C@@H](O)C)O